3-[6-[(3S,5R)-3,5-dimethylpiperazin-1-yl]-2-pyridyl]-N-methyl-pyrazolo[1,5-a]pyridin-5-amine C[C@H]1CN(C[C@H](N1)C)C1=CC=CC(=N1)C=1C=NN2C1C=C(C=C2)NC